2-hydroxy-1-{4-[4-(2-hydroxy-2-methylpropionyl)-benzyl]phenyl}-2-methyl-propane-1-one OC(C(=O)C1=CC=C(C=C1)CC1=CC=C(C=C1)C(C(C)(C)O)=O)(C)C